ClCC1=C(N=C2N1C(CC1=CC=CC=C21)C)C(F)(F)F (chloromethyl)-5-methyl-2-(trifluoromethyl)-5,6-dihydroimidazo[2,1-a]isoquinoline